Isoflavonediamine O1C(=C(C(=O)C=2C(=CC=CC12)N)C1=CC=CC=C1)N